CC1=CC(=NS1)C(=O)OC methyl 5-methylisothiazole-3-carboxylate